[Br-].C(C=C)[N+](C)(C)C1CC1 N-allyl-N,N-dimethylcyclopropylammonium bromide